ClC=1C=C(C=CC1Cl)C(=O)N1CC=2C(=NN3CCN(CC(C32)(F)F)S(=O)(=O)C)C[C@H]1C (3,4-Dichlorophenyl)[(3R)-11,11-difluoro-9-(methanesulfonyl)-3-methyl-1,3,4,7,8,9,10,11-octahydro-2H-pyrido[4',3':3,4]pyrazolo[1,5-d][1,4]diazepin-2-yl]methanone